(R)-3-((S)-1-(tert-butyloxy)-3-(2,4-difluoro-3-formylphenyl)-1-oxopropan-2-yl)pyrrolidine-1-carboxylic acid tert-butyl ester C(C)(C)(C)OC(=O)N1C[C@H](CC1)[C@@H](C(=O)OC(C)(C)C)CC1=C(C(=C(C=C1)F)C=O)F